methyl N-[5-[6-[(4-chloro-3-methoxy-phenyl)-methyl-carbamoyl]-8-methyl-imidazo[1,2-a]pyridin-3-yl]-2-pyridyl]carbamate ClC1=C(C=C(C=C1)N(C(=O)C=1C=C(C=2N(C1)C(=CN2)C=2C=CC(=NC2)NC(OC)=O)C)C)OC